C(C)(C)(C)C=1C=C(C=C(C1O)C(C)(C)C)CCC(=O)OCC(COC(CCC1=CC(=C(C(=C1)C(C)(C)C)O)C(C)(C)C)=O)(COC(CCC1=CC(=C(C(=C1)C(C)(C)C)O)C(C)(C)C)=O)COC(CCC1=CC(=C(C(=C1)C(C)(C)C)O)C(C)(C)C)=O Pentaerythritol tetrakis-[3-(3,5-di-tert-butyl-4-hydroxyphenyl) propionate]